((2-(4-(tert-butyl)phenyl)pyridin-4-yl)methyl)thiazolidine-2,4-dione C(C)(C)(C)C1=CC=C(C=C1)C1=NC=CC(=C1)CN1C(SCC1=O)=O